(E)-2-(1-oxo-1,2-dihydro-phthalazin-5-yl)propionaldehyde-O-(2-oxo-2-(4-(5-(trifluoromethyl)pyrimidin-2-yl)piperazin-1-yl)ethyl)oxime O=C(CO\N=C\C(C)C1=C2C=NNC(C2=CC=C1)=O)N1CCN(CC1)C1=NC=C(C=N1)C(F)(F)F